ClC=1C=CC(=NC1)[C@H](C1(CCN(CC1)C(=O)OC(C)(C)C)O)C1=CC=CC=C1 tert-butyl 4-[(R)-(5-chloro-2-pyridyl)-phenyl-methyl]-4-hydroxy-piperidine-1-carboxylate